C(C)(C)(C)S(=O)(=O)N[C@@H]1[C@@H](C2CCC1CC2)C(=O)[O-] (2R,3S)-3-((S)-tert-butylsulfonamido)-bicyclo[2.2.2]octane-2-carboxylate